C1(CCCC1)N1C(C=C(C2=C1N=C(N=C2)NC2=NN(C=C2)C2=C(C=CC=C2)C)C)=O 8-cyclopentyl-5-methyl-2-((1-(o-tolyl)-1H-pyrazol-3-yl)amino)pyrido[2,3-d]pyrimidin-7(8H)-one